FC=1C=C(C=CC1)N1CC(C1)C=1C=C2CCC(C2=CC1)N1CCC(CC1)C(=O)O (5-(1-(3-fluorophenyl)azetidin-3-yl)-2,3-dihydro-1H-inden-1-yl)piperidine-4-carboxylic acid